N-(1-amino-3-((tert-butyldimethylsilyl)oxy)-2-methyl-1-oxopropan-2-yl)-5-(4-cyclopropylphenyl)-2-methylbenzofuran-3-carboxamide NC(C(CO[Si](C)(C)C(C)(C)C)(C)NC(=O)C1=C(OC2=C1C=C(C=C2)C2=CC=C(C=C2)C2CC2)C)=O